O1CCN(CC1)CC1OC2=C(C(NC1)=O)C=CC=C2 (morpholinomethyl)-3H-1,4-benzoxazepin-5-one